ethyl 2-(4-amino-2,6-difluorophenyl)acetate NC1=CC(=C(C(=C1)F)CC(=O)OCC)F